C1(CC1)C1=CC(=C(C=C1)/C=C/C(=O)NC1=CC=CC=2NC(NC21)=O)OCC2CC2 (E)-3-(4-Cyclopropyl-2-(cyclopropylmethoxy)phenyl)-N-(2-oxo-2,3-dihydro-1H-benzo[d]imidazol-4-yl)acrylamid